C(C)N1N=CC2=NC=C(C=C21)C2=NC(=NC=C2F)NC2=CC(=C(C=C2)N2CCN(CC2)C(C)C)F 4-(1-ethyl-1H-pyrazolo[4,3-b]pyridin-6-yl)-5-fluoro-N-(3-fluoro-4-(4-isopropylpiperazin-1-yl)phenyl)pyrimidin-2-amine